FC=1C(=NC=CC1)CNC(=O)C=1SC(=NN1)CCCCC=1SC(=NN1)C(NCC1=NC=CC(=C1)C(F)(F)F)=O N-((3-fluoropyridin-2-yl)methyl)-5-(4-(5-(((4-(trifluoromethyl)pyridin-2-yl)methyl)carbamoyl)-1,3,4-thiadiazol-2-yl)butyl)-1,3,4-thiadiazole-2-carboxamide